(R)-7-(1-acryloylpyrrolidin-3-yl)-4-amino-N-(5-phenylbenzo[d]oxazol-2-yl)-7H-pyrrolo[2,3-d]pyrimidine-5-carboxamide C(C=C)(=O)N1C[C@@H](CC1)N1C=C(C2=C1N=CN=C2N)C(=O)NC=2OC1=C(N2)C=C(C=C1)C1=CC=CC=C1